[Si].[Ti].[W] tungsten titanium-silicon